FC=1C(=C(C=CC1F)[C@@H]1[C@H](O[C@@]([C@@H]1C)(C)C(F)F)C(=O)NC1=CC(=NC=C1)C(=O)N)OC (2S,3R,4R,5R)-4-[[3-(3,4-difluoro-2-methoxy-phenyl)-5-(difluoromethyl)-4,5-dimethyl-tetrahydrofuran-2-carbonyl]amino]pyridine-2-carboxamide